C/C(/C(=O)O)=C\C1=CC(=C(C=C1)O)F methyl-(E)-3-(3-fluoro-4-hydroxyphenyl)acrylic acid